C(C)(=O)OCCCCCCC=CC=C 10-decadienyl acetate